sodium 2,5-furandicarboxylic acid O1C(=CC=C1C(=O)O)C(=O)O.[Na]